FC(C(=O)O)(F)F.NC1CCC(CC1)NCC(C1=CC=CC=C1)C=1C(=CC(=C(C1)C=1C(=CC=C(C1F)OCCOC)C(=O)N)Cl)C 5'-(2-(((1r,4r)-4-Aminocyclohexyl)amino)-1-phenylethyl)-2'-chloro-6-fluoro-5-(2-methoxyethoxy)-4'-methyl-[1,1'-biphenyl]-2-carboxamide trifluoroacetate